5,6,7,8-tetrahydrothieno[2,3-b]quinoline-2-carboxamide S1C(=CC=2C1=NC=1CCCCC1C2)C(=O)N